COC=1C=CC2=C(N=C(S2)S)C1 5-methoxy-1,3-benzothiazole-2-thiol